C1=CC=CC=2C3=CC=CC=C3C(C12)COC(=O)N[C@H](C(=O)OC(C)(C)C)CC1=CSC(=C1)C#N tert-butyl (S)-2-((((9H-fluoren-9-yl)methoxy)carbonyl)amino)-3-(5-cyanothiophen-3-yl)propanoate